[Ta].[Nb].[Zn].[Bi].[Ti].[Ba] barium titanium-bismuth zinc niobium tantalum